CN(C(C=C)=O)CC=1N=C(OC1)C=1C(=NC=NC1)NC1=CC(=C(C=C1)OC1=CC2=C(N(C=N2)C)C=C1)C N-methyl-N-((2-(4-((3-methyl-4-((1-methyl-1H-benzo[d]imidazol-5-yl)oxy)phenyl)amino)pyrimidin-5-yl)oxazol-4-yl)methyl)acrylamide